ClC1=CC=C(C=C1)C1=CC(=CC=C1)C(=O)N1CCC(CC1)C (4'-chloro-[1,1'-biphenyl]-3-yl)(4-methylpiperidin-1-yl)methanone